(1S,2S,4R)-N-[2-[4-(1-acetyl-5-methyl-pyrazol-3-yl)-2-fluoro-phenyl]-1-cyano-ethyl]-3-azabicyclo[2.2.1]heptane-2-carboxamide C(C)(=O)N1N=C(C=C1C)C1=CC(=C(C=C1)CC(C#N)NC(=O)[C@@H]1[C@H]2CC[C@@H](N1)C2)F